2,6-difluoro-N-(3-methyl-4-(1,2,3,6-tetrahydropyridin-4-yl)phenyl)-4-(1,2,3,6-tetrahydropyridin-4-yl)benzamide FC1=C(C(=O)NC2=CC(=C(C=C2)C=2CCNCC2)C)C(=CC(=C1)C=1CCNCC1)F